thiazol-2-benzamide S1C(=NC=C1)C1=CC=CC=C1C(=O)N